(aminoethylaminomethyl)-phenethyltriethoxysilane Methyl-3-((4-((S)-2-((S)-2-((tert-butoxycarbonyl)amino)-3-methylbutanamido)propanamido)benzyl)oxy)quinoline-2-carboxylate COC(=O)C1=NC2=CC=CC=C2C=C1OCC1=CC=C(C=C1)NC([C@H](C)NC([C@H](C(C)C)NC(=O)OC(C)(C)C)=O)=O.NCCNCCCO[Si](OCC)(OCC)CCC1=CC=CC=C1